N-((1r,3r)-2,2,4,4-tetramethyl-3-((3-(trifluoromethyl)-7,8-dihydro-[1,2,4]triazolo[4,3-b]pyridazin-6-yl)oxy)cyclobutyl)benzamide CC1(C(C(C1OC=1CCC=2N(N1)C(=NN2)C(F)(F)F)(C)C)NC(C2=CC=CC=C2)=O)C